Trans-N-(3-methoxycyclobutyl)carbamic acid tert-butyl ester C(C)(C)(C)OC(N[C@@H]1C[C@H](C1)OC)=O